COC(C=CCCCCCC)=O 2-Nonenoic acid methyl ester